Pivaloat C(C(C)(C)C)(=O)[O-]